(5aR,6S,7S,8R,8aS)-5a-(4-cyanophenyl)-7-((3,3-difluoroazetidin-1-yl)methyl)-8,8a-dihydroxy-1-methoxy-6-phenyl-5a,7,8,8a-tetrahydro-6H-cyclopenta[4,5]furo[3,2-c]pyridine-3-carbonitrile C(#N)C1=CC=C(C=C1)[C@]12[C@](C=3C(=NC(=CC3O1)C#N)OC)([C@@H]([C@@H]([C@H]2C2=CC=CC=C2)CN2CC(C2)(F)F)O)O